C1=CC=CC=2C3=CC=CC=C3N(C12)C1=CC=C(C=N1)C1=CC(=CC=2C3=CC=CC=C3NC12)N1C2=CC=CC=C2C=2C=CC=CC12 (6-(9H-carbazol-9-yl)-pyridin-3-yl)-9H-3,9-bicarbazole